2-((1E,3E)-4-(6-(dimethylamino)pyridin-3-yl)but-1,3-dien-1-yl)-1-methylpyridin-1-ium iodide [I-].CN(C1=CC=C(C=N1)/C=C/C=C/C1=[N+](C=CC=C1)C)C